P(=O)([O-])([O-])[O-].[Li+].[Li+].[Li+] tri-lithium phosphate